O=C1NC(CCC1C1=CC=C(C=C1)N1CCCCC1)=O 1-(4-(2,6-dioxopiperidin-3-yl)phenyl)piperidine